ClC1=CC(=C(C=C1)C=1OC2=C(N1)C=CC=C2C2CCN(CC2)CC2=NC1=C(N2C[C@H]2OCC2)C=C(C=C1)C(=O)O)F (S)-2-((4-(2-(4-Chloro-2-fluorophenyl)benzo[d]oxazol-7-yl)piperidin-1-yl)methyl)-1-(oxetan-2-ylmethyl)-1H-benzo[d]imidazole-6-carboxylic acid